C1(=CC=C(C=C1)CS)C1=CC=CC=C1 [1,1'-biphenyl]-4-methanethiol